[Si](C)(C)(C(C)(C)C)OC(C1=CC(=NC(=C1)Cl)Cl)C=1C=NC=CC1 4-(((tert-butyldimethylsilyl)oxy)(pyridin-3-yl)methyl)-2,6-dichloropyridine